tert-Butyl 3-(((1S,2S)-2-((tosyloxy)methyl)cyclopropyl)methoxy)propanoate S(=O)(=O)(C1=CC=C(C)C=C1)OC[C@@H]1[C@H](C1)COCCC(=O)OC(C)(C)C